(S)-1-(6-amino-5-((8-chloro-2-methylimidazo[1,2-a]pyridin-7-yl)thio)pyrazin-2-yl)-4'H,6'H-spiro[piperidine-4,5'-pyrrolo[1,2-b]pyrazol]-4'-amine (trifluoroacetate) FC(C(=O)O)(F)F.NC1=C(N=CC(=N1)N1CCC2([C@@H](C=3N(N=CC3)C2)N)CC1)SC1=C(C=2N(C=C1)C=C(N2)C)Cl